1-[(3S)-3-[[4-(trifluoromethyl)phenyl]methylamino]pyrrolidin-1-yl]prop-2-en-1-one FC(C1=CC=C(C=C1)CN[C@@H]1CN(CC1)C(C=C)=O)(F)F